6,6-di(n-propyl)-1,3-cyclohexadiene C(CC)C1(CC=CC=C1)CCC